C(C)(C)(C)OC([C@H](C)OC1=C(C=C(C=C1)Cl)C1=NOCC1OCC)=O (2S)-2-[4-chloro-2-(4-ethoxy-4,5-dihydroisoxazol-3-yl)phenoxy]propionic acid tert-butyl ester